OC[C@@H]1C(C[C@@H](O1)C1=CN=C(NC1=O)NC(C)=O)=O N-(5-((2R,5R)-5-(hydroxymethyl)-4-oxotetrahydrofuran-2-yl)-6-oxo-1,6-dihydropyrimidin-2-yl)acetamide